BrC=1C=C(C2=C(N(C(=N2)C2=CC(=CN2COCC[Si](C)(C)C)C(=O)C2=C(C=CC=C2)C(F)(F)F)COCC[Si](C)(C)C)C1)F (5-(6-bromo-4-fluoro-1-((2-(trimethylsilyl)ethoxy)methyl)-1H-benzo[d]imidazol-2-yl)-1-((2-(trimethylsilyl)ethoxy)methyl)-1H-pyrrol-3-yl)(2-(trifluoromethyl)phenyl)methanone